N-tert-butyl-4-(indan-1-carbonylamino)pyridine-2-carboxamide C(C)(C)(C)NC(=O)C1=NC=CC(=C1)NC(=O)C1CCC2=CC=CC=C12